C[N+](CCC[Si](OC)(OC)OC)(CCCCCCCCCCCCCCCCCC)C dimethyloctadecyl(3-(trimethoxysilyl)propyl)ammonium